1-bromopyrrole BrN1C=CC=C1